5-(8-(7,7-difluoro-5-azaspiro[2.4]heptan-5-yl)-[1,2,4]triazolo[1,5-b]pyridazin-6-yl)pyrimidine-2,4(1H,3H)-dione FC1(CN(CC12CC2)C=2C=1N(N=C(C2)C=2C(NC(NC2)=O)=O)N=CN1)F